1-(4-(6-chloro-8-fluoro-7-(2-fluoro-6-hydroxyphenyl)-2-((2-methyl-pyrimidin-5-yl)methoxy)quinazolin-4-yl)piperazin-1-yl)prop-2-en-1-one ClC=1C=C2C(=NC(=NC2=C(C1C1=C(C=CC=C1O)F)F)OCC=1C=NC(=NC1)C)N1CCN(CC1)C(C=C)=O